1-methyl-3-methylimidazole Iodide tert.-butyl-4-amino-3,3-difluoropyrrolidine-1-carboxylate C(C)(C)(C)OC(=O)N1CC(C(C1)N)(F)F.[I-].CN1CN(C=C1)C